[1,2,4]triazolo[4,3-a]pyrazin-8(7H)-one N=1N=CN2C1C(NC=C2)=O